C12CN(CC(N1)C2)C2=CC=C(C=N2)C=2C=1N(C=C(C2)C=2CCOCC2)N=CC1C#N 4-(6-(3,6-diazabicyclo[3.1.1]heptan-3-yl)pyridin-3-yl)-6-(3,6-dihydro-2H-pyran-4-yl)pyrazolo[1,5-a]pyridine-3-carbonitrile